CC(C)(C(C)C)NC1CN(CC1)C1=CC=C2C(=N1)OCC=1C=C(C=CC12)C1=CN=NC(=C1)OC N-(2,3-dimethylbutan-2-yl)-1-[8-(6-methoxypyridazin-4-yl)-6H-isochromeno[3,4-b]pyridin-3-yl]pyrrolidin-3-amine